FC(C=1C=C(C=C(C1)C(F)(F)F)C1=NN(C=N1)\C=C/C(=O)N1CC(C1)C1=NC=CC=C1)(F)F (Z)-3-(3-(3,5-bis(trifluoromethyl)phenyl)-1H-1,2,4-triazol-1-yl)-1-(3-(pyridin-2-yl)azetidin-1-yl)prop-2-en-1-one